tert-butyl 2-[[3-[[2-(2,6-dioxo-3-piperidyl)-1-oxo-isoindolin-5-yl]methylcarbamoylamino]-5-(trifluoromethyl)phenoxy]methyl]prop-2-enoate O=C1NC(CCC1N1C(C2=CC=C(C=C2C1)CNC(=O)NC=1C=C(OCC(C(=O)OC(C)(C)C)=C)C=C(C1)C(F)(F)F)=O)=O